3-(6-Phenylpyridazin-3-yl)oxy-2-(3-pyridylmethyl)quinuclidine C1(=CC=CC=C1)C1=CC=C(N=N1)OC1C(N2CCC1CC2)CC=2C=NC=CC2